2-(AMINOMETHYL)-5-PYRIMIDINECARBOXALDEHYDE NCC1=NC=C(C=N1)C=O